N-[(4-methoxyphenyl)methyl]-5-{4-[cis-4-(3,4-dihydro-2H-1,4-benzoxazin-4-yl)cyclohexyl]piperazin-1-yl}pyridazin-3-amine COC1=CC=C(C=C1)CNC=1N=NC=C(C1)N1CCN(CC1)[C@@H]1CC[C@@H](CC1)N1CCOC2=C1C=CC=C2